1-(3-amino-5,6,7,8-tetrahydroquinoxalin-2-yl)ethanone tert-butyl-4-(4-(2,6-dioxopiperidin-3-yl)-1H-indol-1-yl)piperidine-1-carboxylate C(C)(C)(C)OC(=O)N1CCC(CC1)N1C=CC2=C(C=CC=C12)C1C(NC(CC1)=O)=O.NC=1C(=NC=2CCCCC2N1)C(C)=O